tert-butyl 3-(4-nitro-1,3-dioxoisoindolin-2-yl)azetidine-1-carboxylate [N+](=O)([O-])C1=C2C(N(C(C2=CC=C1)=O)C1CN(C1)C(=O)OC(C)(C)C)=O